ClCC1=NC(=NO1)C1[C@H]2CN(C[C@@H]12)C1=CC(=C(C=C1)F)F 5-(chloromethyl)-3-((1r,5s,6r)-3-(3,4-difluorophenyl)-3-azabicyclo[3.1.0]hexan-6-yl)-1,2,4-oxadiazole